racemic-phenylethylamine C1(=CC=CC=C1)CCN